3-chloro-4-(cyclopentyloxy)benzaldehyde ClC=1C=C(C=O)C=CC1OC1CCCC1